(S)-(1-((4-((4-chlorobenzyl)oxy)benzyl)amino)-1-oxobut-2-yl)carbamic acid tert-butyl ester C(C)(C)(C)OC(N[C@H](C(=O)NCC1=CC=C(C=C1)OCC1=CC=C(C=C1)Cl)CC)=O